C(C)(C)(C)OC(=O)N(C1=CC=C(C(=N1)C(=O)[O-])C)C(=O)OC(C)(C)C 6-(bis(tert-butoxycarbonyl)amino)-3-methylpicolinate